(R)-4-[ethyl-(methyl)phosphoryl]-N-(2-fluoro-4-iodophenyl)pyridin-3-amine C(C)[P@](=O)(C)C1=C(C=NC=C1)NC1=C(C=C(C=C1)I)F